C(#N)C[C@@H]1N(CCN(C1)C=1C2=C(N=C(N1)OC[C@H]1N(CCC1)C)C(=C(N=C2)C2=C1CCOCC1=CC=C2)F)C(=O)OC(C)(C)C tert-butyl (S)-2-(cyanomethyl)-4-(8-fluoro-7-(isochroman-5-yl)-2-(((S)-1-methylpyrrolidin-2-yl)methoxy)pyridino[4,3-d]pyrimidin-4-yl)piperazine-1-carboxylate